(6-methyl-4-(trifluoromethyl)pyridin-2-yl)-2-oxoimidazolidine-4-carboxamide CC1=CC(=CC(=N1)N1C(NC(C1)C(=O)N)=O)C(F)(F)F